9-fluoro-10-(4-methylpiperazin-1-yl)-6-({[(5-methylpyridin-3-yl)methyl][1-(pyrazin-2-yl)hexahydropyridin-3-yl]amino}methyl)-3,7-dihydro-2H-[1,4]oxazino[2,3,4-ij]quinolin-7-one FC=1C=C2C(C(=CN3C2=C(C1N1CCN(CC1)C)OCC3)CN(C3CN(CCC3)C3=NC=CN=C3)CC=3C=NC=C(C3)C)=O